BrC=1C2=C(C(NC1)=O)C=C(S2)C(=O)OC methyl 7-bromo-4-oxo-4,5-dihydrothieno[3,2-c]pyridine-2-carboxylate